C(C)(C)(C)OC(=O)N=C(N1CC2CN(CC2C1)C(C1=C(C=CC=C1N1N=CC=N1)F)=O)NC(OC(C)(C)C)=O tert-butyl (((tert-butoxycarbonyl)imino)(5-(2-fluoro-6-(2H-1,2,3-triazol-2-yl)benzoyl)hexahydropyrrolo[3,4-c]pyrrol-2(1H)-yl)methyl)carbamate